ClC1=CC=C(C=C1)N1CCC(CC1)C(=O)NCC1=C(C(=C(C=C1)C(F)(F)F)C=1NC(C(=C(N1)C)C)=O)F 1-(4-chlorophenyl)-N-[3-(4,5-dimethyl-6-oxo-1,6-dihydropyrimidin-2-yl)-2-fluoro-4-(trifluoromethyl)benzyl]piperidine-4-carboxamide